2-[3-[3-(Difluoromethoxy)-5-methoxy-4-(4-methylpiperazine-1-carbonyl)phenyl]imidazo[1,2-a]pyridin-7-yl]-2-methyl-propionitrile FC(OC=1C=C(C=C(C1C(=O)N1CCN(CC1)C)OC)C1=CN=C2N1C=CC(=C2)C(C#N)(C)C)F